C(#N)C=1C=C(CNCCCCOCCNC2=NC3=C(C4=CN=CC=C24)C=CC=C3)C=C(C1)OC(F)(F)F 5-((2-(4-((3-cyano-5-(trifluoromethoxy)benzyl)amino)butoxy)ethyl)amino)benzo[c][2,6]naphthyridine